(S)-N-((S)-4-chloro-1-(pyridin-3-yl)butyl)-2-methylpropane-2-sulfinylamine ClCCC[C@@H](C=1C=NC=CC1)N[S@@](=O)C(C)(C)C